6-fluoro-4-(3-(5-fluoro-2-methylphenyl)-7,8-dihydro-1,6-naphthyridin-6(5H)-yl)quinazoline FC=1C=C2C(=NC=NC2=CC1)N1CC=2C=C(C=NC2CC1)C1=C(C=CC(=C1)F)C